butyl-triazole-4-carboxamide C(CCC)C1=C(N=NN1)C(=O)N